ClC=1C=C(OC2=C(C=C(C=C2)NC(C(C2=CC=CC=C2)([2H])[2H])=O)S(N)(=O)=O)C=CC1 N-[4-(3-chlorophenoxy)-3-sulfamoylphenyl]-2-phenyl-(2H2)acetamide